NC1=CC(=C(C=C1)N1N=C(C=2C=NC(=CC21)Cl)N(C(OC(C)(C)C)=O)CC2=C(C=C(C=C2)OC)OC)OC tert-Butyl (1-(4-amino-2-methoxyphenyl)-6-chloro-1H-pyrazolo[4,3-c]pyridin-3-yl)(2,4-dimethoxybenzyl)carbamate